ClC1=C(C=CC=C1)[C@@H]1COCCN1C1=C(C(=NC=C1)C(=O)N[C@H](C)\C=C\S(=O)(=O)C)F ((R)-3-(2-Chlorophenyl)morpholino)-3-fluoro-N-((R,E)-4-(methylsulfonyl)but-3-en-2-yl)picolinamide